The molecule is an anilide resulting from the formal condensation of the carboxy group of propanoic acid with the amino group of 3,4-dichloroaniline. It is a herbicide used for the treatment of numerous grasses and broad-leaved weeds in rice, potatoes, and wheat. It has a role as a herbicide. It is an anilide and a dichlorobenzene. It derives from a 3,4-dichloroaniline. CCC(=O)NC1=CC(=C(C=C1)Cl)Cl